2-(6-Chloro-benzothiazol-2-ylamino)-1-methyl-1H-benzoimidazole-5-carboxylic acid [(S)-1-(2-hydroxy-ethyl)-pyrrolidin-3-yl]-amide OCCN1C[C@H](CC1)NC(=O)C1=CC2=C(N(C(=N2)NC=2SC3=C(N2)C=CC(=C3)Cl)C)C=C1